NC=1SC=C(N1)CC(=O)N(C[C@@H](C1=CC=CC=C1)O)CCC1=CC=C(C=C1)NC(CC=1N=C(SC1)N)=O (R)-2-(2-aminothiazol-4-yl)-N-(4-(2-(2-aminothiazol-4-yl)acetamido)phenethyl)-N-(2-hydroxy-2-phenylethyl)acetamide